6-(2,6-dimethylphenyl)-4-(2-hydroxy-5-methylphenyl)-1-(4-methoxyphenyl)-3-(4-nitrophenyl)-5,6-dihydro-1H-pyrrolo[3,4-b]pyridine-2,7-dione CC1=C(C(=CC=C1)C)N1C(C=2N(C(C(=C(C2C1)C1=C(C=CC(=C1)C)O)C1=CC=C(C=C1)[N+](=O)[O-])=O)C1=CC=C(C=C1)OC)=O